(S)-N-(4-Fluorophenyl)-N-(3-(5-methylacrylamido-6-(4-methylpiperazin-1-yl)pyridin-3-yl)prop-2-yn-1-yl)-3-(6-methyl-4-(trifluoromethyl)pyridin-2-yl)-2-oxoimidazolidine-4-carboxamide FC1=CC=C(C=C1)N(C(=O)[C@H]1N(C(NC1)=O)C1=NC(=CC(=C1)C(F)(F)F)C)CC#CC=1C=NC(=C(C1)NC(C=CC)=O)N1CCN(CC1)C